C(C1=CC=CC=C1)OC(=O)N1CC2=CC=C(C=C2CC1)C=1CCN(CC1)C1=C(C=C(C=C1)N)C(F)(F)F 6-[1-[4-amino-2-(trifluoromethyl)phenyl]-3,6-dihydro-2H-pyridin-4-yl]-3,4-dihydro-1H-isoquinoline-2-carboxylic acid benzyl ester